1,4-bis(4-(3-methoxypropyl)phenyl)butane-1,4-dione COCCCC1=CC=C(C=C1)C(CCC(=O)C1=CC=C(C=C1)CCCOC)=O